10-[2,6-difluoro-4-({2-[(2-hydroxyethyl)amino]ethyl}amino)phenyl]-8-ethyl-4-fluoro-13-methyl-6,8,10-triazatricyclo[9.4.0.02,7]pentadeca-1(11),2(7),3,5,12,14-hexaen-9-one FC1=C(C(=CC(=C1)NCCNCCO)F)N1C(N(C=2N=CC(=CC2C=2C=CC(=CC12)C)F)CC)=O